1,4-dimethyl-2,5-diphenylpyridine CN1C(C=C(C(=C1)C1=CC=CC=C1)C)C1=CC=CC=C1